COC1(C=C(C1)COC)OC 1,1-dimethoxy-3-(methoxymethyl)cyclobutene